4-(1-benzoylpyrrolidin-3-ylbutyl)-1H-pyrrolo[3,2-c]pyridine-2-carboxamide C(C1=CC=CC=C1)(=O)N1CC(CC1)CCCCC1=NC=CC2=C1C=C(N2)C(=O)N